CC=1OCCC1SSC1=C(OCC1)C bis(2-methyl-4,5-dihydro-3-furanyl) disulfide